(S)-1-((R)-3-hydroxy-3-methylpyrrolidin-1-yl)propane O[C@]1(CN(CC1)CCC)C